OCCOC=1C=C(CNCCCCOCCOC2=C3C=NNC3=CC(=C2)C=2C=NNC2C#N)C=C(C1)OC(F)(F)F 4-(4-(2-(4-((3-(2-hydroxyethoxy)-5-(trifluoromethoxy)benzyl)amino)butoxy)ethoxy)-1H-indazol-6-yl)-1H-pyrazole-5-carbonitrile